CC12CC(C=C1)C(C2C(=O)O)C(=O)O methyl-5-norbornene-2,3-dicarboxylic acid